COC1=CC2=CC3=C(C(OC3)=O)C(=C2C=C1OC)N[C@@H]1CC2=CC=CC(=C2CC1)OC (S)-6,7-dimethoxy-9-((5-methoxy-1,2,3,4-tetrahydronaphthalen-2-yl)amino)naphtho[2,3-c]furan-1(3H)-one